N-(3-chloro-2-fluorophenyl)-7-((1,3-dimethylazetidin-3-yl)ethynyl)-6-nitroquinazolin-4-amine ClC=1C(=C(C=CC1)NC1=NC=NC2=CC(=C(C=C12)[N+](=O)[O-])C#CC1(CN(C1)C)C)F